ClC=1C=C(C(=NC1)N1CC(N(C2(CC3(CN(C3)C=O)C2)C1=O)CC1=CC=C(C=C1)Cl)=O)F 10-(5-chloro-3-fluoropyridin-2-yl)-7-(4-chlorobenzyl)-8,11-dioxo-2,7,10-triazadispiro[3.1.56.14]dodecane-2-carbaldehyde